tert-butyl (1-((3-(4-(1-(2-(2,6-Dioxopiperidin-3-yl)-1-oxoisoindolin-5-yl)azetidin-3-yl)piperazin-1-yl)phenyl)sulfonyl)piperidin-4-yl)carbamate O=C1NC(CCC1N1C(C2=CC=C(C=C2C1)N1CC(C1)N1CCN(CC1)C=1C=C(C=CC1)S(=O)(=O)N1CCC(CC1)NC(OC(C)(C)C)=O)=O)=O